C(CCCC)N1CN(C=C1)C 1-pentyl-3-methylimidazole